7-(4-bromo-3-chloro-benzoyl)-2-(4-isopropoxyphenyl)-3-oxo-N-[rac-(1R)-1-(2-fluoro-4-methoxy-phenyl)ethyl]-6,8-dihydro-5H-imidazo[1,5-a]pyrazine-1-carboxamide BrC1=C(C=C(C(=O)N2CC=3N(CC2)C(N(C3C(=O)N[C@H](C)C3=C(C=C(C=C3)OC)F)C3=CC=C(C=C3)OC(C)C)=O)C=C1)Cl |r|